(2S,5R)-N-((2S,3S)-1-(benzhydrylamino)-3-methyl-1-oxopentan-2-yl)-1-((S)-3-methyl-2-((S)-2-(methylamino)propanamido)butanoyl)-5-phenylpyrrolidine-2-carboxamide C(C1=CC=CC=C1)(C1=CC=CC=C1)NC([C@H]([C@H](CC)C)NC(=O)[C@H]1N([C@H](CC1)C1=CC=CC=C1)C([C@H](C(C)C)NC([C@H](C)NC)=O)=O)=O